C1(=CC=CC=C1)C1=NC(=NC(=N1)C1=CC=CC=C1)C1=C(C=C(C=C1)OCCCCCC)O 2-[4,6-diphenyl-1,3,5-triazine-2-yl]-5-(hexyloxy)phenol